CC1COCCC1=NNC(=O)OC(C)(C)C tert-butyl 2-(3-methyloxan-4-ylidene)hydrazine-1-carboxylate